N-(5-formylpyridin-2-yl)cyclopropanesulfonamide C(=O)C=1C=CC(=NC1)NS(=O)(=O)C1CC1